(S)-2-((4,6-dimethyl-2-(trifluoromethyl)pyrimidin-5-yl)sulfonyl)-6-((tetrahydrofuran-3-yl)methyl)-2,6-diazaspiro[3.3]heptane CC1=NC(=NC(=C1S(=O)(=O)N1CC2(C1)CN(C2)C[C@H]2COCC2)C)C(F)(F)F